2-nitro-6,7-dihydro-5H-imidazo[2,1-b][1,3]oxazin-6-amine [N+](=O)([O-])C=1N=C2OCC(CN2C1)N